Tert-Butyl ((trans-4-(5-methoxy-1-(triisopropylsilyl)-1H-pyrrolo[2,3-b]pyridine-4-carbonyl)cyclohexyl)methyl)sulfonyl(methyl)carbamate COC1=C(C2=C(N=C1)N(C=C2)[Si](C(C)C)(C(C)C)C(C)C)C(=O)[C@@H]2CC[C@H](CC2)CS(=O)(=O)N(C(OC(C)(C)C)=O)C